2,2'-((2-((cyanomethyl)(2-(3-(2-((cyanomethyl)amino)eth-yl)-2-oxoimidazolidin-1-yl)ethyl)amino)ethyl)azane-diyl)diacetonitrile C(#N)CN(CCN(CC#N)CC#N)CCN1C(N(CC1)CCNCC#N)=O